CC1(O[C@H]2[C@@H](O1)C(C[C@@H]2C=2C=C(C=CC2)CCNC(OC(C)(C)C)=O)=O)C Tert-butyl N-(2-{3-[(3aR,4R,6aR)-2,2-dimethyl-6-oxo-tetrahydrocyclopenta[d][1,3]dioxol-4-yl]phenyl}ethyl)carbamate